6-chloro-4-cyclopropyl-5-iodo-N,N-bis(4-methoxybenzyl)pyridin-2-amine ClC1=C(C(=CC(=N1)N(CC1=CC=C(C=C1)OC)CC1=CC=C(C=C1)OC)C1CC1)I